N-(4-chloro-3-{4-[5-(2-ethoxyethoxy)pyridin-2-yl]-6-oxo-1,6-dihydropyrimidin-2-yl}-2-fluorobenzyl)isobutyramide ClC1=C(C(=C(CNC(C(C)C)=O)C=C1)F)C=1NC(C=C(N1)C1=NC=C(C=C1)OCCOCC)=O